C(C1=CC=CC=C1)OC(=O)N1CCC(CC1)CC(=O)O 2-(1-benzyloxycarbonyl-4-piperidyl)acetic acid